C1(CC2C(CC1)O2)CO[Si](OC)(OC)CC (3,4-epoxycyclohexyl)-ethyltrimethoxysilane